C(C)(C)N1CCN(CC1)C1=CC=C(C=C1)SC1=CC2=C(NC(=N2)NC(OC)=O)C=C1 methyl (5-((4-(4-isopropylpiperazin-1-yl)phenyl)thio)-1H-benzo[d]imidazol-2-yl)carbamate